C1(CCC1)N1CCC(CC1)OC1=CC=C(C=C1)NC(=O)NCCN1CCN(CC1)C(C)C 1-(4-((1-cyclobutylpiperidin-4-yl)oxy)phenyl)-3-(2-(4-isopropylpiperazin-1-yl)ethyl)urea